C(C)(C)(C)NS(=O)(=O)C1=CC(=CC=C1)NC1=NC(=NC=C1C)NC=1N=NC(=CC1)N1CCN(CC1)CC1=CC(=CC=C1)NC1C(NC(CC1)=O)=O N-(tert-butyl)-3-((2-((6-(4-(3-((2,6-dioxopiperidin-3-yl)amino)benzyl)piperazin-1-yl)pyridazin-3-yl)amino)-5-methylpyrimidin-4-yl)amino)benzenesulfonamide